methyl-2-(2-morpholino-2-oxo-ethyl)-3-oxo-pyridazine-4-carboxylic acid CC1=C(C(N(N=C1)CC(=O)N1CCOCC1)=O)C(=O)O